(S)-5-(methylsulfonyl)-3-(trifluoromethyl)-5a,6,8,9-tetrahydropyrido[3',2':4,5]imidazo[1,2-a]pyrazin CS(=O)(=O)N1C2=C(N3[C@@H]1CNCC3)N=CC(=C2)C(F)(F)F